2-phenyl-4-(3-(4,4,5,5-tetramethyl-1,3,2-dioxaborolan-2-yl)phenyl)benzo[4,5]thieno[3,2-d]pyrimidine C1(=CC=CC=C1)C=1N=C(C2=C(N1)C1=C(S2)C=CC=C1)C1=CC(=CC=C1)B1OC(C(O1)(C)C)(C)C